OC(C(=O)NC1=CC(=C(C=C1)C#N)C(F)(F)F)(CSC1=CC=C(C=C1)F)C 2-hydroxy-2-methyl-N-[4-cyano-3-(trifluoromethyl)phenyl]-3-[(4-fluorophenyl)sulfanyl]propanamide